N[C@@H]1CN(CC1)C1=NC(=NC2=CC=C(C=C12)C)N1CCS(C2=C(C1)C=CC=C2)=NC2CC2 4-(((S)-3-Aminopyrrolidin-1-yl)-6-methylquinazolin-2-yl)-1-(cyclopropylimino)-2,3,4,5-tetrahydrobenzo[f][1,4]thiazepine